1-((2S,5R)-5-((7H-Pyrrolo[2,3-d]pyrimidin-4-yl)amino)-2-meth-ylpiperidin-1-yl)prop-2-en-1-one Phosphoric Acid Salt P(O)(O)(O)=O.N1=CN=C(C2=C1NC=C2)N[C@@H]2CC[C@@H](N(C2)C(C=C)=O)C